C(CCCCCCCCC)(=O)SCC[Si](OC)(OC)OC 2-decanoylthioethyltrimethoxysilane